3-(1-oxo-6-(piperidin-4-yloxy)isoindolin-2-yl)piperidine-2,6-dione O=C1N(CC2=CC=C(C=C12)OC1CCNCC1)C1C(NC(CC1)=O)=O